NC1=NN2C(C=C(C=C2)C=2C(=C(C(=O)NCC([C@@H](O)C3=CC=C(C=C3)F)(F)F)C(=CC2)C(F)F)F)=N1 (S)-3-(2-amino-[1,2,4]triazolo[1,5-a]pyridin-7-yl)-N-(2,2-difluoro-3-(4-fluorophenyl)-3-hydroxypropyl)-6-(difluoromethyl)-2-fluorobenzamide